2-(4-(3-chloro-4-((3,5-difluoropyridin-2-yl)methoxy)-5',6-dimethyl-2-oxo-2H-[1,4'-bipyridyl]-2'-yl)pyrimidin-2-yl)-2-methylpropanamide ClC=1C(N(C(=CC1OCC1=NC=C(C=C1F)F)C)C1=CC(=NC=C1C)C1=NC(=NC=C1)C(C(=O)N)(C)C)=O